NC=1C(=NC(=CC1)Cl)C=1C=NN2C1CN(CC2)C(=O)OC(C)(C)C tert-Butyl 3-(3-amino-6-chloropyridin-2-yl)-6,7-dihydropyrazolo[1,5-a]pyrazine-5(4H)-carboxylate